C(C)(C)(C)C1=C(C(=CC=C1)C(C)(C)C)C1=NC(=CC=C1)C 2-(2,6-di-tert-butylphenyl)-6-methylpyridine